C1=CC=CC2=C1C1=C(C=NO2)C=CC=C1 dibenzo-oxazepine